3-Chloro-7-[rac-(2R,5S)-5-methyl-2-piperidyl]quinoline ClC=1C=NC2=CC(=CC=C2C1)[C@@H]1NC[C@H](CC1)C |r|